NCCCC1=NC=2N(C=C1)C=C(N2)C2=C(C=C(C=C2)N2N=CC=N2)O 2-(7-(3-aminopropyl)imidazo[1,2-a]pyrimidin-2-yl)-5-(2H-1,2,3-triazol-2-yl)phenol